N-(2,4-dimethoxybenzyl)-4-((3S,4R)-3-(dimethylamino)-4-hydroxy-3-(3-(trifluoromethyl)phenethyl)-piperidin-1-yl)-2,6-difluoro-N-(pyrimidin-4-yl)benzenesulfonamide COC1=C(CN(S(=O)(=O)C2=C(C=C(C=C2F)N2C[C@]([C@@H](CC2)O)(CCC2=CC(=CC=C2)C(F)(F)F)N(C)C)F)C2=NC=NC=C2)C=CC(=C1)OC